C(=O)=CCP(CC=C=O)CC=C=O tris(2-carbonylethyl)phosphine